BrC1=CC=C(CC2(CN(C2)CCCF)F)C=C1 3-(4-bromobenzyl)-3-fluoro-1-(3-fluoropropyl)azetidine